C1(CCCCC1)C=1C=CC(=NC1)CN(C(=O)[C@@H]1N(CC1)S(=O)(=O)C1=C(C(=C(C(=C1F)F)F)F)F)C=1C=C2C=NN(C(C2=CC1)=O)COCC[Si](C)(C)C (R)-N-((5-cyclohexylpyridin-2-yl)methyl)-N-(1-oxo-2-((2-(trimethylsilyl)ethoxy)methyl)-1,2-dihydrophthalazin-6-yl)-1-((perfluorophenyl)sulfonyl)azetidine-2-carboxamide